(((3S,5R)-5-methyl-1-oxadispiro[2.2.26.23]decan-5-yl)methyl)-1H-benzo[d]imidazole-6-carbonitrile C[C@]1(C[C@]2(CO2)CCC12CC2)CN2C=NC1=C2C=C(C=C1)C#N